N-{(1R)-1-[3-(1,1-difluoroethyl)-2-fluorophenyl]ethyl}-6-[(3R)-3-(dimethylamino)pyrrolidin-1-yl]-2-methylpyrido[3,4-d]pyrimidin-4-amine FC(C)(F)C=1C(=C(C=CC1)[C@@H](C)NC=1C2=C(N=C(N1)C)C=NC(=C2)N2C[C@@H](CC2)N(C)C)F